decyl heptanedioate C(CCCCCC(=O)[O-])(=O)OCCCCCCCCCC